FC(S(=O)(=O)OC1=C2C(=NC(=C1)C)N(N=C2)CC2=CC=C(C=C2)OC)(F)F 1-(4-methoxybenzyl)-6-methyl-1H-pyrazolo[3,4-b]pyridin-4-yl trifluoromethanesulfonate